F[C@H]1CNC[C@H]1F (3S,4R)-3,4-difluoro-pyrrolidine